ClC1=CC=C(C=C1)C1=NN(C[C@@H]1C1=CC=CC=C1)/C(/NC[C@H](C(C)C)NS(N)(=O)=O)=N/S(=O)(=O)C1=CC=C(C=C1)Cl (S,E)-3-(4-chlorophenyl)-N'-((4-chlorophenyl)sulfonyl)-N-((S)-3-methyl-2-(sulfamoylamino)butyl)-4-phenyl-4,5-dihydro-1H-pyrazole-1-carboximidamide